N,N'-dimethyl-imidazolinone CN1CN(C(C1)=O)C